CC=1C(=NN(C1)COCC[Si](C)(C)C)CC=1N=C(C2=C(N1)C=CN=C2)N (4-methyl-1-((2-(trimethylsilyl)ethoxy)methyl-1H-pyrazol-3-yl)methyl)pyrido[4,3-d]pyrimidin-4-amine